isopropyl (((((2R,3s,5R)-5-(2-amino-6-mercapto-9H-purin-9-yl)-3-hydroxytetrahydrofuran-2-yl)methoxy)methyl)(phenoxy) phosphoryl)-L-alaninate NC1=NC(=C2N=CN(C2=N1)[C@H]1C[C@@H]([C@H](O1)COCP(=O)(OC1=CC=CC=C1)N[C@@H](C)C(=O)OC(C)C)O)S